tertbutyl (1R,5S)-3-(7-bromo-2-chloro-8-fluoroquinazolin-4-yl)-3,8-diazabicyclo[3.2.1]octane-8-carboxylate BrC1=CC=C2C(=NC(=NC2=C1F)Cl)N1C[C@H]2CC[C@@H](C1)N2C(=O)OC(C)(C)C